ClC1=CC=C(C=C1)N1C(=CC=2C1=CN=CC2)C2=CC=C(C=C2)C(=O)N2CCN(CC2)C 1-({4-[1-(4-Chlorophenyl)-1H-pyrrolo[2,3-c]pyridin-2-yl]phenyl}carbonyl)-4-methylpiperazine